methyl trans-4-[(5-fluoro-2-methyl-4-pyridyl)methyl]cyclohexanecarboxylate FC=1C(=CC(=NC1)C)C[C@@H]1CC[C@H](CC1)C(=O)OC